Benzyl 4-((tert-Butyloxycarbonyl)amino)piperidine-1-carboxylate C(C)(C)(C)OC(=O)NC1CCN(CC1)C(=O)OCC1=CC=CC=C1